Pentylcyanoacrylat C(CCCC)C=C(C(=O)[O-])C#N